OCC1=CC=C(C[C@H](N)C(=O)O)C=C1 4-hydroxymethyl-phenylalanine